4,7-difluoro-5-iodo-3,3-dimethylindolin-2-one FC1=C2C(C(NC2=C(C=C1I)F)=O)(C)C